1-(6-chloro-2-(1-methyl-1H-tetrazol-5-yl)pyridin-3-yl)pentan-1-ol ClC1=CC=C(C(=N1)C1=NN=NN1C)C(CCCC)O